CCCCCCCCCCCC(=O)N(CC(C)O)CC(C)O N,N-Bis(2-hydroxypropyl)dodecanamide